C(CCCCC)C(C=O)=CC1=CC=CC=C1 α-n-hexyl-cinnamaldehyde